C(#N)C(C)(C)C1=CC(=NC=C1)NC(C1=CN=C(C(=C1)C=1C=NC2=CC(=NC=C2C1)NC)C)=O N-(4-(2-cyanoprop-2-yl)pyridin-2-yl)-6-methyl-5-(7-(methylamino)-1,6-naphthyridin-3-yl)nicotinamide